C(C=C)[C@@]1([C@@H](CCC1)CS(=O)(=O)O)C.FC1(CC1)C1=NC(=NC(=C1)C)N1C[C@@H]2[C@H](C1)CN(C2)C=O ((3aR,6aS)-5-(4-(1-fluorocyclopropyl)-6-methylpyrimidin-2-yl)hexahydropyrrolo[3,4-c]pyrrol-2(1H)-yl)methanone (1R,2R)-2-ALLYL-2-METHYLCYCLOPENTYL-METHANESULFONATE